(R)-(3-methyl-1-oxobutan-2-yl)carbamic acid tert-butyl ester C(C)(C)(C)OC(N[C@@H](C=O)C(C)C)=O